(2S,3R)-1-(4-methoxybenzyl)-3-(trifluoromethyl)aziridine-2-carboxylic acid COC1=CC=C(CN2[C@@H]([C@@H]2C(F)(F)F)C(=O)O)C=C1